1-cyclopropyl-6-(difluoromethoxy)-1H-indol-2-amine C1(CC1)N1C(=CC2=CC=C(C=C12)OC(F)F)N